2-{4-(m-aminophenoxy)phenyl}-2-{4-(o-aminophenoxy)phenyl}hexafluoropropane NC=1C=C(OC2=CC=C(C=C2)C(C(F)(F)F)(C(F)(F)F)C2=CC=C(C=C2)OC2=C(C=CC=C2)N)C=CC1